2-[(4-methylphenyl)amino]acetic acid ethyl ester C(C)OC(CNC1=CC=C(C=C1)C)=O